CC1=C(C(=CC(=C1)C)C)C(C(=O)N)CC (2,4,6-trimethylphenyl)butanamide